FC1=C(C=CC(=C1)F)N1N=C(C=2C[C@@H]3[C@H](C12)C3)C(=O)NC(COC(CCCC(=O)O)=O)(C)C (1aR,5aR)-Pentanedioic acid mono-(2-{[(1aR,5aR)-2-(2,4-difluoro-phenyl)-1a,2,5,5a-tetrahydro-1H-2,3-diaza-cyclopropa[a]pentalene-4-carbonyl]-amino}-2-methyl-propyl) ester